CC1=CC=C(OCC(CO)O)C=C1 3-(4-methylphenoxy)propane-1,2-diol